C1(CC1)C#C[C@@]1(NC(NC2=CC(=C(C=C12)F)CC1=NC=CN=C1)=O)C(F)(F)F (S)-4-(cyclopropylethynyl)-6-fluoro-7-(pyrazin-2-ylmeth-yl)-4-(trifluoromethyl)-3,4-dihydroquinazolin-2(1H)-one